C(C)C1=C(N=CN1C)C(=O)O 5-ethyl-1-methyl-1H-imidazole-4-carboxylic acid